6-(4-aminophenyl)-1-(2,6-difluorobenzyl)-5-dimethylaminomethyl-3-(6-methoxypyridazin-3-yl)thieno[2,3-d]pyrimidine-2,4(1H,3H)-dione NC1=CC=C(C=C1)C1=C(C2=C(N(C(N(C2=O)C=2N=NC(=CC2)OC)=O)CC2=C(C=CC=C2F)F)S1)CN(C)C